(S)-N-(cyclopropyl)-1-{2-[1-(4-fluorophenyl)ethylamino]-6-(pyrazin-2-ylamino)pyrimidin-4-yl}azetidine-3-carboxamide C1(CC1)NC(=O)C1CN(C1)C1=NC(=NC(=C1)NC1=NC=CN=C1)N[C@@H](C)C1=CC=C(C=C1)F